N-(5-(3-(5-azaspiro[2.4]heptan-5-yl)propanamido)-2-methylpyridin-3-yl)-2-(1-methyl-1H-pyrazol-4-yl)pyrazolo[5,1-b]thiazole-7-carboxamide C1CC12CN(CC2)CCC(=O)NC=2C=C(C(=NC2)C)NC(=O)C=2C=NN1C2SC(=C1)C=1C=NN(C1)C